methyl 4-amino-1-(tert-butyl)-1H-pyrazolo[3,4-d]pyrimidine-3-carboxylate NC1=C2C(=NC=N1)N(N=C2C(=O)OC)C(C)(C)C